4-[(5-bromo-4-chloropyridin-3-yl)methyl]-N-[(2,4-dimethoxyphenyl)methyl]-3-fluoropyridin-2-amine BrC=1C(=C(C=NC1)CC1=C(C(=NC=C1)NCC1=C(C=C(C=C1)OC)OC)F)Cl